ClCC=1OC=CN1 2-(chloromethyl)oxazole